COCCOC1=C(C(=NC=C1)NC1=CC=C(C=C1)C(F)(F)F)C1=NOC(N1)=O 3-[4-(2-methoxyethoxy)-2-[4-(trifluoromethyl)anilino]-3-pyridyl]-4H-1,2,4-oxadiazol-5-one